C(CCCCCCCCCCC)N(C1CN(CCN1CCCCCCCCCCCC)CCN(CCCCCCCCCCCC)CCCCCCCCCCCC)CCCCCCCCCCCC 3-(didodecylamino)-N1,N1,4-tridodecyl-1-piperazineethanamine